C1(=CC=CC=C1)N(C=1C=CC=2C3(C4=CC=C(C=C4OC2C1)N(C1=CC=CC=C1)C1=CC=CC=C1)OC(=O)C1=CC=CC=C13)C1=CC=CC=C1 3',6'-bis(diphenylamino)spiro[phthalide-3,9'-xanthene]